1,1,1,3,3,3-hexafluoro-propan-2-yl (±)-1-((6-acetamido-pyridin-3-yl)carbamoyl)-6-azaspiro[2.5]octane-6-carboxylate C(C)(=O)NC1=CC=C(C=N1)NC(=O)[C@@H]1CC12CCN(CC2)C(=O)OC(C(F)(F)F)C(F)(F)F |r|